2-(3,4-Dichlorobenzyl)-4-phenylimidazole ClC=1C=C(CC=2NC=C(N2)C2=CC=CC=C2)C=CC1Cl